tert-butyl 4-(1-hydroxypropyl)-5-methoxy-7-methyl-1H-indole-1-carboxylate OC(CC)C1=C2C=CN(C2=C(C=C1OC)C)C(=O)OC(C)(C)C